ClC=1C(=NC(=NC1)N1C[C@@H](CCC1)CF)NC1=CC=2C3=C(C(N(C2C=C1)C)=O)OCC([C@@H](N3)C3CC3)(F)F (S)-10-((5-Chloro-2-((R)-3-(fluoromethyl)piperidin-1-yl)pyrimidin-4-yl)amino)-2-cyclopropyl-3,3-difluoro-7-methyl-1,2,3,4-tetrahydro-[1,4]oxazepino[2,3-c]chinolin-6(7H)-on